C(N)(O[C@H]1CN(CC1)C=1N=NC(=CC1)C1=C(C=C(C=C1)C1=CN=C(S1)C)OCOC)=O [(3R)-1-{6-[2-(methoxymethoxy)-4-(2-methyl-1,3-thiazol-5-yl) phenyl] pyridazin-3-yl} pyrrolidin-3-yl] carbamate